methyl 4-(6-bromo-1-methyl-indazol-3-yl)-4-cyano-pentanoate BrC1=CC=C2C(=NN(C2=C1)C)C(CCC(=O)OC)(C)C#N